ClC1=CC=C(C=C1)C1N(CCC1)C1=C(C(=NC=N1)NCC1C(CN(CC1)CC(=O)N)O)F 2-(4-(((6-(2-(4-chlorophenyl)pyrrolidin-1-yl)-5-fluoropyrimidin-4-yl)amino)methyl)-3-hydroxypiperidin-1-yl)acetamide